C(C)(C)OC([C@@H](NP(=O)(OC[C@]1(N2CCC(C1=O)CC2)COC)OC[C@]2(N1CCC(C2=O)CC1)COC)C(C)C)=O (bis(((1S,2R,4S)-2-(methoxymethyl)-3-oxoquinuclidin-2-yl)methoxy)phosphoryl)-L-valine isopropyl ester